NC1=C(N2N(CCC2)C1=O)N 2,3-diamino-6,7-dihydro-1H,5H-pyrazolo-[1,2-a]pyrazol-1-one